2-({4-[(2-{[4-fluoro-2-(trifluoromethyl)phenoxy]methyl}pyridin-4-yl)oxy]piperidin-1-yl}methyl)-1-{[(2S)-oxetan-2-yl]methyl}-1H-1,3-benzodiazole-6-carboxylic acid FC1=CC(=C(OCC2=NC=CC(=C2)OC2CCN(CC2)CC2=NC3=C(N2C[C@H]2OCC2)C=C(C=C3)C(=O)O)C=C1)C(F)(F)F